C[Si](CCOCN1N=CC2=C(C=CC(=C12)N1N=CC=C1)C1=CN=C(N=N1)S(=O)(=O)C)(C)C trimethyl-[2-[[4-(3-methylsulfonyl-1,2,4-triazin-6-yl)-7-pyrazol-1-yl-indazol-1-yl]methoxy]ethyl]silane